N1=C(C=CC=C1)CN1CCC(CC1)CN [1-(pyridin-2-ylmethyl)hexahydropyridin-4-yl]methanamine